N-((S)-2,2-dicyclopropyl-1-(5-((S)-2-methoxy-1-((S)-2-oxo-4-(trifluoromethyl)imidazolidin-1-yl)ethyl)benzo[d]oxazol-2-yl)ethyl)-1-ethyl-1H-pyrazole-5-carboxamide C1(CC1)C([C@@H](C=1OC2=C(N1)C=C(C=C2)[C@@H](COC)N2C(N[C@@H](C2)C(F)(F)F)=O)NC(=O)C2=CC=NN2CC)C2CC2